FC1=C(C2=CN(N=C2C(=C1)C(NC=1C=C(C=2N(C1)C=C(N2)C)F)=O)C)N2CCN(CC2)C(=O)OC(C)(C)C tert-butyl 4-[5-fluoro-7-({8-fluoro-2-methylimidazo[1,2-a]pyridin-6-yl} carbamoyl)-2-methylindazol-4-yl]piperazine-1-carboxylate